2-(6-(bis(3-aminohexyl)amino)hexyl)-6-(dimethylamino)-1H-benzo[de]isoquinoline-1,3(2H)-dione NC(CCN(CCCCCCN1C(C2=CC=CC=3C2=C(C1=O)C=CC3N(C)C)=O)CCC(CCC)N)CCC